CN1N=C(C=2C1=NC=NC2)N=C(C2=CC=CC=C2)C2=CC=CC=C2 N-(1-methylpyrazolo[3,4-d]pyrimidin-3-yl)-1,1-diphenyl-methanimine